tetrasilyl-hydrazine [SiH3]N(N([SiH3])[SiH3])[SiH3]